C(C)OC(\C=C\C(=O)NNC1=NC=CC=C1Cl)=O (E)-4-(2-(3-chloropyridin-2-yl)hydrazino)-4-oxo-2-butenoic acid ethyl ester